(2-styryl)-4-methyl-6-(1,1-dimethylethyl)phenol C(=CC1=CC=CC=C1)C1=C(C(=CC(=C1)C)C(C)(C)C)O